NC1(CCCCC1)C(=O)O 1-(amino)cyclohexanecarboxylic acid